IC=1C(=CC(=C(OC=2C(=NC(=NC2)N)N)C1)C(C)C)OCC1OCCCC1 5-[5-Iodo-2-isopropyl-4-(tetrahydro-pyran-2-ylmethoxy)-phenoxy]-pyrimidine-2,4-diamine